(3-bromo-5-fluoro-4-(trifluoromethyl)phenyl)carbamic acid tert-butyl ester C(C)(C)(C)OC(NC1=CC(=C(C(=C1)F)C(F)(F)F)Br)=O